1-cyclopropyl-3-(2-(4-methyl-2H-1,2,3-triazol-2-yl)propan-2-yl)-1H-pyrazol-5-amine C1(CC1)N1N=C(C=C1N)C(C)(C)N1N=CC(=N1)C